Benzyl tert-butyl ((1R,3R)-4-hydroxycyclopentane-1,3-diyl)dicarbamate OC1[C@@H](C[C@H](C1)NC(OCC1=CC=CC=C1)=O)NC(OC(C)(C)C)=O